COC1=NC(=NC(=N1)C)NC(=O)NS(=O)(=O)C1=C(C(=O)OCCN(C)C)C=CC=C1 2-(dimethylamino)ethyl 2-(N-((4-methoxy-6-methyl-1,3,5-triazin-2-yl)carbamoyl)sulfamoyl)benzoate